Undecanoic Acid C(CCCCCCCCCC)(=O)O